BrC1=CC=C(C=C1)C(CC(C#N)C#N)=O [2-(4-bromophenyl)-2-oxoethyl]malononitrile